C(CCCCC)C(CCCCCCCCCCCCCCl)(CCCCCC)CCCCCC trihexyl-(tetradecyl) chloride